CCC(C)[Mg]Br 3-butylmagnesium bromide